phenyl-4-methylphenol C1(=CC=CC=C1)C1=C(C=CC(=C1)C)O